FC1(CC(C1)C1=NN(C(=C1C)NC(=O)C1CC(C1)(F)F)C1(CCC1)C)F N-(3-(3,3-difluorocyclobutyl)-4-methyl-1-(1-methylcyclobutyl)-1H-pyrazol-5-yl)-3,3-difluorocyclobutane-1-carboxamide